FC1=NC(=C(C(=C1F)C(C(CC)=O)C(CC)=O)F)F 4-(Perfluoropyridin-4-yl)heptane-3,5-dione